C(N)(=N)N1[C@@H](CCC1)C(=O)N([C@@H](CC1=CC=C(C(=C1)C)F)C(=O)[NH-])C([C@@H](N)CC(C)C)=O guanyl-L-prolyl-5-methyl-L-N-leucyl-4-fluoro-L-phenylalanyl-amide